OC1=CC=C(C=C1)C(C)(C)C1=CC=C(OC)C=C1 (4-[4-hydroxyphenyl-isopropyl]-phenoxy)-methane